1-(11Z-docosenoyl)-2-(7Z,10Z,13Z,16Z-docosatetraenoyl)-glycero-3-phosphocholine CCCCCCCCCC/C=C\CCCCCCCCCC(=O)OC[C@H](COP(=O)([O-])OCC[N+](C)(C)C)OC(=O)CCCCC/C=C\C/C=C\C/C=C\C/C=C\CCCCC